2-(3-((2,6-dichloro-3,5-dimethoxyphenoxy)methyl)-1H-pyrazol-5-yl)aniline ClC1=C(OCC2=NNC(=C2)C2=C(N)C=CC=C2)C(=C(C=C1OC)OC)Cl